N1=C2C(=CC=C1)OC1=C(O[C@@H]2CNC)C=CC=C1 |o1:10| (R*)-1-(11H-benzo[2,3][1,4]dioxepino[6,5-b]pyridin-11-yl)-N-methylmethanamine